tert-butyl (4-{[1-(benzenesulfonyl)-3-(3-hydroxyoxetan-3-yl)-1H-pyrrolo[2,3-b]pyridin-4-yl]oxy}-3,5-difluorophenyl)carbamate C1(=CC=CC=C1)S(=O)(=O)N1C=C(C=2C1=NC=CC2OC2=C(C=C(C=C2F)NC(OC(C)(C)C)=O)F)C2(COC2)O